FC1=CC=CC(=N1)C1(COCC1)O 3-(6-Fluoropyridin-2-yl)tetrahydrofuran-3-ol